(S)-4-(2,6-Dimethoxyphenyl)-5-(6-methoxypyridin-2-yl)-N-((1-phenylethyl)sulfonyl)-4H-1,2,4-triazole-3-carboxamide COC1=C(C(=CC=C1)OC)N1C(=NN=C1C1=NC(=CC=C1)OC)C(=O)NS(=O)(=O)[C@@H](C)C1=CC=CC=C1